C(CCCC)(=O)[NH3+] pentanoyl-ammonium